FC1=C(C=O)C(=CC(=C1)F)OC(C)C 2,4-difluoro-6-isopropoxy-benzaldehyde